tert-butyl (3S,4aS,9bS)-3,9-difluoro-2-oxo-7-(trifluoromethyl)-3,4,4a,9b-tetrahydrobenzofuro[3,2-b]pyridine-1(2H)-carboxylate F[C@H]1C[C@H]2[C@@H](N(C1=O)C(=O)OC(C)(C)C)C1=C(O2)C=C(C=C1F)C(F)(F)F